C(C)(C)(C)OC(=O)N1CCC(=CC1)C=1C(=NC(=CC1)C(NCC1CC1)=O)C 6-((cyclopropylmethyl)carbamoyl)-2-methyl-3',6'-dihydro-[3,4'-bipyridine]-1'(2'H)-carboxylic acid tert-butyl ester